C1(CC(C(CC1)C(C)C)C1=NC=C(C=C1)C1N(CCC1)C)C 2-menthyl-5-(1-methylpyrrolidin-2-yl)pyridine